(2S,3S)-2-Acetoxy-3-methylpentanoic acid chloride C(C)(=O)O[C@H](C(=O)Cl)[C@H](CC)C